C(N)(OCC1=C(C=2C(=NC=CC2)N1C1CCN(CC1)C1CCC(CC1)=C(C)C)CN1CCCC1)=O (1-(1-(4-(propan-2-ylidene)cyclohexyl)piperidin-4-yl)-3-(pyrrolidin-1-ylmethyl)-1H-pyrrolo[2,3-b]pyridin-2-yl)methyl carbamate